3-((3-hydroxy-2-(2-oxa-6-azaspiro[3.3]heptane-6-carbonyl)pyridin-4-yl)amino)-4-((2,6,6-trimethyl-4,5,6,7-tetrahydrobenzo[d]thiazol-7-yl)amino)cyclobut-3-ene-1,2-dione OC=1C(=NC=CC1NC=1C(C(C1NC1C(CCC=2N=C(SC21)C)(C)C)=O)=O)C(=O)N2CC1(COC1)C2